(2R)-3-{[(azetidin-3-ylidene)amino]oxy}propane-1,2-diol trifluoroacetate salt FC(C(=O)O)(F)F.N1CC(C1)=NOC[C@@H](CO)O